2-Fluoro-5-((4-oxo-3,4-dihydro-phthalazin-1-yl)methyl)benzamide FC1=C(C(=O)N)C=C(C=C1)CC1=NNC(C2=CC=CC=C12)=O